C(C1=CC=CC=C1)[N+](=CC1=CC(=C(C=C1)O)OCC)[O-] N-benzyl-1-(3-ethoxy-4-hydroxyphenyl)methanimine oxide